3-acryloxymethyl-cyclohexane difluoromethylphosphonate FC(F)P(O)(O)=O.C(C=C)(=O)OCC1CCCCC1